4-(4-(2-(but-3-yn-1-yloxy)-3,4-difluorophenyl)thiazol-2-yl)morpholine C(CC#C)OC1=C(C=CC(=C1F)F)C=1N=C(SC1)N1CCOCC1